ClC=1C=CC2=C(N(CC(O2)C(=O)NC23CC(C2)(C3)NC(COC3=CC(=C(C=C3)Cl)F)=O)C(C(C(C(F)(F)F)(F)F)(F)F)=O)C1 6-chloro-N-{3-[2-(4-chloro-3-fluorophenoxy)acetamido]bicyclo[1.1.1]pent-1-yl}-4-(2,2,3,3,4,4,4-heptafluorobutyryl)-3,4-dihydro-2H-1,4-benzoxazine-2-carboxamide